3-(6-(8-oxa-3-azabicyclo[3.2.1]oct-3-yl)-1-(1H-pyrazol-3-yl)-1H-pyrazolo[3,4-b]pyridin-4-yl)-8-oxa-3-azabicyclo[3.2.1]octane C12CN(CC(CC1)O2)C2=CC(=C1C(=N2)N(N=C1)C1=NNC=C1)N1CC2CCC(C1)O2